4-((2R,3S,5R)-3-(3,4-difluoro-2-methoxyphenyl)-5-(trifluoromethyl)tetrahydrofuran-2-carboxamido)picolinamide FC=1C(=C(C=CC1F)[C@H]1[C@@H](O[C@H](C1)C(F)(F)F)C(=O)NC1=CC(=NC=C1)C(=O)N)OC